N-(2,6-dimethoxy-phenyl)-3-fluoro-4-[4-(2-fluoro-pyridin-3-yl)-5-methylsulfanyl-pyrimidin-2-ylamino]-benzamide COC1=C(C(=CC=C1)OC)NC(C1=CC(=C(C=C1)NC1=NC=C(C(=N1)C=1C(=NC=CC1)F)SC)F)=O